C(C)(=O)N[C@H](C(=O)N1[C@@H]([C@H]2C([C@H]2C1)(C)C)C(=O)NC(C1=CN=CC2=CC=CC=C12)C#N)C(C)(C)C (1R,2S,5S)-3-((S)-2-acetamido-3,3-dimethylbutyryl)-N-(cyano(isoquinolin-4-yl)methyl)-6,6-dimethyl-3-azabicyclo[3.1.0]hexane-2-carboxamide